methyl (R)-2-methoxy-2-(2,2,7-trifluoro-3-oxo-6-(perfluorophenyl)-2,3-dihydro-4H-benzo[b][1,4]oxazin-4-yl)acetate CO[C@H](C(=O)OC)N1C2=C(OC(C1=O)(F)F)C=C(C(=C2)C2=C(C(=C(C(=C2F)F)F)F)F)F